dimethylaminopentafluoroethyl-triphosphazene CN(C)P(N=PC(C(F)(F)F)(F)F)NP